4-((4-methoxybenzyl)amino)-2-methylpyrrolo[1,2-a]quinoxaline-8-carboxylic acid COC1=CC=C(CNC=2C=3N(C4=CC(=CC=C4N2)C(=O)O)C=C(C3)C)C=C1